2-{1-[3-(trifluoromethyl)phenyl]piperidine-4-carbonyl}-2,7-diazaspiro[4.4]nonane FC(C=1C=C(C=CC1)N1CCC(CC1)C(=O)N1CC2(CC1)CNCC2)(F)F